iodetine [IH]1C=CC1